FC1=CC(=CC2=C1N(N=N2)C)OC2=C(C=C(C=C2)NC=2C1=C(N=CN2)C=NC(=N1)S(=O)(=O)C)C N-[4-(7-fluoro-1-methyl-benzotriazol-5-yl)oxy-3-methyl-phenyl]-6-methylsulfonyl-pyrimido[5,4-d]pyrimidin-4-amine